ClC1=C(C=CC=C1)C(C(=O)NC(=S)NC1CC1)C1=NC=CC(=C1)C(F)(F)F 2-(2-Chlorophenyl)-N-(cyclopropylaminothiocarbonyl)-2-(4-(trifluoromethyl)pyridin-2-yl)acetamide